C(C)OC=1C(=NC=CC1)C(C(=O)N)(F)F 2-(3-ethoxypyridin-2-yl)-2,2-difluoroacetamide